ClC=1C=C(C(=NC1)OC)S(=O)(=O)NC=1C(=C(C(=CC1)F)C=1N=CC=2N(C1)C=NC2C(=O)NCCS(=O)(=O)C)F 6-[3-(5-chloro-2-methoxypyridine-3-sulfonamido)-2,6-difluorophenyl]-N-(2-methanesulfonylethyl)imidazo[1,5-a]pyrazine-1-carboxamide